1-((5,6-bis(benzyloxy)pyrimidin-4-yl)methyl)-3-methyl-4-(4-((4-(morpholinomethyl)phenyl)ethynyl)phenyl)imidazolin-2-one C(C1=CC=CC=C1)OC=1C(=NC=NC1OCC1=CC=CC=C1)CN1C(N(C(C1)C1=CC=C(C=C1)C#CC1=CC=C(C=C1)CN1CCOCC1)C)=O